(4S)-4-methyl-2-phenyl-1,3-dioxolane C[C@@H]1OC(OC1)C1=CC=CC=C1